2-(2-isopropylphenyl)-9-(4-(1-methyl-4-(trifluoromethyl)-1H-imidazol-2-yl)benzyl)-7,9-dihydro-8H-purin-8-one C(C)(C)C1=C(C=CC=C1)C1=NC=C2NC(N(C2=N1)CC1=CC=C(C=C1)C=1N(C=C(N1)C(F)(F)F)C)=O